N-(2-(1H-1,2,4-triazol-1-yl)ethyl)-6-chloro-3-phenylpyridin-2-amine N1(N=CN=C1)CCNC1=NC(=CC=C1C1=CC=CC=C1)Cl